ethyl (4-amino-5-bromo-6-methoxypyridin-3-yl)glycinate NC1=C(C=NC(=C1Br)OC)NCC(=O)OCC